1-isobutyl-8-methoxy-1,2-dihydro-6H-pyrazino[2,1-b]quinazoline-3,6(4H)-dione C(C(C)C)C1NC(CN2C1=NC1=CC=C(C=C1C2=O)OC)=O